NC=1C=2N(C=CN1)C(=CN2)C(C2=C(C=NC(=C2)C2=CC(=C(C=C2)F)F)N2CC(CCC2)(C(NC)=O)NC(OC(C)(C)C)=O)O tert-butyl (1-(4-((8-aminoimidazo[1,2-a]pyrazin-3-yl)(hydroxy)methyl)-6-(3,4-difluorophenyl)pyridin-3-yl)-3-(methylcarbamoyl)piperidin-3-yl)carbamate